C(C)(=O)O[C@H](C)[C@H](C)C1=C(C=CC=C1)C (2R,3R)-3-(o-tolyl)butan-2-yl acetate